6-Ethoxy-2-mercaptobenzothiazole C(C)OC1=CC2=C(N=C(S2)S)C=C1